3,5,5-trimethyl-caproic acid CC(CC(=O)O)CC(C)(C)C